(E)-2-(2-(benzo[b]thiophen-2-yl)vinyl)-4,4-dimethyloxetane S1C2=C(C=C1/C=C/C1OC(C1)(C)C)C=CC=C2